1-undecyl-4-methylpiperazine C(CCCCCCCCCC)N1CCN(CC1)C